NC1=NC=CC=C1C1=NC=2C(=NC(=CC2)C2=CC=CC=C2)N1C=1C=C2CCC(C2=CC1)NCCC1=CC(=C(C=O)C=C1)O 4-(2-((5-(2-(2-aminopyridin-3-yl)-5-phenyl-3H-imidazo[4,5-b]pyridin-3-yl)-2,3-dihydro-1H-inden-1-yl)amino)ethyl)-2-hydroxybenzaldehyde